N1=C(C=CC=C1)N1N=CN=C1 1-(pyridin-2-yl)-1H-1,2,4-triazol